ClCC1=NC2=C(C=CC=C2C(N1)=O)C 2-(chloromethyl)-8-methylquinazolin-4(3H)-one